C(C)N1C=NC(=C1C1=NC(=NC=C1)SC)C1=CC=C(C=C1)F 4-(1-Ethyl-4-(4-fluorophenyl)-1H-imidazol-5-yl)-2-(methylsulfanyl)pyrimidine